((3-(bis(2-hydroxyethyl)amino)-2-hydroxypropyl)azanediyl)diheptanoate OCCN(CC(CN(CCCCCCC(=O)[O-])CCCCCCC(=O)[O-])O)CCO